S1C(=CC=C1)C(=C)NC(C)=O N-[1-(thiophen-2-yl)vinyl]acetamide